N[C@@H]1CC(CC12CCN(CC2)C2=C(N=C1C(=N2)NN=C1C1=C(C2=C(N(N=C2C=C1)C)Cl)Cl)CO)(F)F {6-[(1R)-1-amino-3,3-difluoro-8-azaspiro[4.5]dec-8-yl]-3-(3,4-dichloro-2-methyl-2H-indazol-5-yl)-1H-pyrazolo[3,4-b]pyrazin-5-yl}methanol